BrC=1SC=2CN(CCC2N1)C=1C(=CC=2N(N1)C(C=C(N2)C(=O)N2CC(C2)C)=O)C 7-(2-bromo-6,7-dihydrothiazolo[5,4-c]pyridin-5(4H)-yl)-8-methyl-2-(3-methylazetidine-1-carbonyl)-4H-pyrimido[1,2-b]pyridazin-4-one